2-(2-amino-6-cyclohexylpyrimidin-4-yl)-N-(1-methylpiperidin-4-yl)-1-(2,2,2-trifluoroethyl)-1H-indol-4-amine NC1=NC(=CC(=N1)C=1N(C=2C=CC=C(C2C1)NC1CCN(CC1)C)CC(F)(F)F)C1CCCCC1